(5-bromo-3-fluoropyridin-2-yl)ethanone BrC=1C=C(C(=NC1)C(C)=O)F